[3-[[6-(2,4-dioxo-1H-pyrimidin-5-yl) furo[2,3-d]pyrimidin-4-yl] amino]-2,2-difluoro-propyl] N-isopropylcarbamate C(C)(C)NC(OCC(CNC=1C2=C(N=CN1)OC(=C2)C=2C(NC(NC2)=O)=O)(F)F)=O